FC=1C=C2CCN(CC2=CC1)C1=CC(=C(C(=C1)C)NS(=O)(=O)C1CCCCC1)C N-(4-(6-fluoro-3,4-dihydroisoquinolin-2(1H)-yl)-2,6-Dimethylphenyl)cyclohexylsulfonamide